O1CCOC12CCC(CC2)N2CCN(CC2)C2=CC=C(C=C2)C2C(NC(CC2)=O)=O 3-[4-[4-(1,4-dioxaspiro[4.5]dec-8-yl)piperazin-1-yl]phenyl]-piperidine-2,6-dione